CC(CCCCCCCCC(CCCCCCCC)O)O nonadecane-2,11-diol